Cl.ClC=1C=C(C=C(C1C=1CCOCC1)Cl)NC(=O)C1NCCC2=CC(=CC=C12)S(=O)(=O)C N-(3,5-dichloro-4-(3,6-dihydro-2H-pyran-4-yl)phenyl)-6-(methylsulfonyl)-1,2,3,4-tetrahydroisoquinoline-1-carboxamide hydrochloride